3-cyclopropyl-4-isocyanato-5-(propan-2-yl)benzonitrile C1(CC1)C=1C=C(C#N)C=C(C1N=C=O)C(C)C